5-(t-butoxy)-2-pentyn-1-ol C(C)(C)(C)OCCC#CCO